5-hydroxy-2-(6-methoxychroman-4-yl)-1-oxo-1,2,3,4-tetrahydroisoquinoline-7-carboxylate OC1=C2CCN(C(C2=CC(=C1)C(=O)[O-])=O)C1CCOC2=CC=C(C=C12)OC